N-[3,3-difluoro-5-methyl-1-(tetrahydro-3-furyl)-4-piperidyl]-6-[3-(4-mesyl-2-anisidino)-1-propynyl]-1-(2,2,2-trifluoroethyl)-1H-1,3-benzimidazole-4-carboxamide FC1(CN(CC(C1NC(=O)C1=CC(=CC=2N(C=NC21)CC(F)(F)F)C#CCNC=2C(OC)=CC=C(C2)S(=O)(=O)C)C)C2COCC2)F